N-(adamantan-2-yl)-2-((5-fluoro-2-oxo-1,2-dihydropyrimidin-4-yl)oxy)acetamide S-phenyl-3-[(3-oxo-3-phenylsulfanyl-propyl)disulfanyl]propanethioate C1(=CC=CC=C1)S=C(CCSSCCC(SC1=CC=CC=C1)=O)O.C12C(C3CC(CC(C1)C3)C2)NC(COC2=NC(NC=C2F)=O)=O